C(C1=CC(=NC=C1)C=1C=C(C(=CC1)C([2H])([2H])[2H])C1=CC=CC=C1)([2H])([2H])[2H] 4-(methyl-d3)-2-(6-(methyl-d3)-[1,1'-biphenyl]-3-yl)pyridine